2-(2,6-dioxopiperidin-3-yl)-N-(4-fluoro-1-isopropyl-1H-pyrazolo[3,4-d]pyrimidin-6-yl)-1-oxoisoindoline-5-carboxamide O=C1NC(CCC1N1C(C2=CC=C(C=C2C1)C(=O)NC1=NC(=C2C(=N1)N(N=C2)C(C)C)F)=O)=O